C(C)[C@@H]1OC2=C([C@H]1NC(=O)C=1C(NC(=CC1)C(F)(F)F)=O)C=CC(=C2)C N-((2S,3R)-2-ethyl-6-methyl-2,3-dihydrobenzofuran-3-yl)-2-oxo-6-(trifluoromethyl)-1,2-dihydropyridine-3-carboxamide